2-(tert-Butoxycarbonyl)-8-chloro-1,2,3,4-tetrahydrobenzo[b][1,6]naphthyridine-10-carboxylic Acid C(C)(C)(C)OC(=O)N1CC=2C(=C3C(=NC2CC1)C=CC(=C3)Cl)C(=O)O